4,5-dichloro-2-[(6-methylpyridin-2-yl)carbamoyl]benzoic acid ClC1=CC(=C(C(=O)O)C=C1Cl)C(NC1=NC(=CC=C1)C)=O